C(C)OCC1(CCN(CC1)CCC1=CC=C(C=C1)[N+](=O)[O-])CCC1=CC=CC=C1 4-ethoxymethyl-1-[2-(4-nitro-phenyl)-ethyl]-4-phenethyl-piperidine